8-bromo-2,2-dimethyl-4-(4,4,5,5-tetramethyl-1,3,2-dioxaborolan-2-yl)-2H-chromene-6-carboxylic acid ethyl ester C(C)OC(=O)C=1C=C2C(=CC(OC2=C(C1)Br)(C)C)B1OC(C(O1)(C)C)(C)C